3-bromopyrazin-2-yl-carbamic acid tert-butyl ester C(C)(C)(C)OC(NC1=NC=CN=C1Br)=O